FC1=CC=C(OCCC2N(C3CC(C2)C3)C(C3=C(C=CC(=C3)C)C3=NC=CC=N3)=O)C=C1 3-[2-(4-fluorophenoxy)ethyl]-2-[5-methyl-2-(pyrimidin-2-yl)benzoyl]-2-azabicyclo[3.1.1]heptane